spiro[indene-1,7'-quinazolin] N1=CN=CC2=CCC3(C=C12)C=CC1=CC=CC=C13